tert-butyl (1S,4S)-5-(2-amino-4-fluorophenyl)-2,5-diazabicyclo[2.2.1]heptane-2-carboxylate NC1=C(C=CC(=C1)F)N1[C@@H]2CN([C@H](C1)C2)C(=O)OC(C)(C)C